BrC1=C(C=C2C(=NC(=NC2=C1F)C1CCN(CC1)C)Cl)Cl 7-bromo-4,6-dichloro-8-fluoro-2-(1-methylpiperidin-4-yl)quinazoline